COC(=O)C=1N=C(OC1C1=CNC2=CC=CC=C12)C1=CC=CC=C1 5-(1H-indole-3-yl)-2-phenyl-oxazole-4-carboxylic acid methyl ester